Cystine-d5 C([C@@](C(=O)O)(N([2H])[2H])[2H])(SSC[C@@H](C(=O)O)N)([2H])[2H]